C1(OC(C(CO1)C(=O)O)C)=O methyl-2-carboxytrimethylene carbonate